NC1=NC(=C(C=2N1C(N(N2)CC=2OC=CN2)=O)C2=CC(=NC(=C2)C)C)C2=CC=CC=C2 5-amino-8-(2,6-dimethyl-4-pyridinyl)-2-(oxazol-2-ylmethyl)-7-phenyl-[1,2,4]triazolo[4,3-c]pyrimidin-3-one